Rac-5-[[2-[(2R,5S)-2-(3-hydroxycyclobutyl)-5-methyl-1-piperidyl]-2-oxo-acetyl]amino]pyridine-3-carboxamide OC1CC(C1)[C@@H]1N(C[C@H](CC1)C)C(C(=O)NC=1C=C(C=NC1)C(=O)N)=O |r|